2-Chloro-5-methyl-2',3',5,5',6',7-hexahydrospiro[imidazo[1,2-e]purine-8,4'-pyran] ClC=1N=CC=2N(C=3N(C2N1)C1(CCOCC1)CN3)C